N[C@H](C(=O)N[C@H](C(=O)O)CC1=CC(=C(C=C1)OP(=O)(O)O)O)CC1=CC(=C(C=C1)O)O (2S)-2-[[(2S)-2-amino-3-(3,4-dihydroxyphenyl)propionyl]amino]-3-(3-hydroxy-4-phosphonooxyphenyl)propionic acid